3-cyano-6-(1-(difluoroethyl)-1H-pyrazol-4-yl)pyrazolo[1,5-a]pyridin-4-yl trifluoromethanesulfonate FC(S(=O)(=O)OC=1C=2N(C=C(C1)C=1C=NN(C1)CC(F)F)N=CC2C#N)(F)F